2-(3-iodophenyl)-2,6,6-trimeth-ylheptanoate IC=1C=C(C=CC1)C(C(=O)[O-])(CCCC(C)(C)C)C